6-bromo-3-ethyl-2-(1-(4-ethyl-1,4-diazepan-1-yl)butyl)-5-methylquinazolin-4(3H)-one BrC=1C(=C2C(N(C(=NC2=CC1)C(CCC)N1CCN(CCC1)CC)CC)=O)C